sodium α-naphthalenesulfonate C1(=CC=CC2=CC=CC=C12)S(=O)(=O)[O-].[Na+]